N-(2-chloro-5-(4-((1-(3-hydroxy-phenyl)ethyl)-amino)quinazolin-6-yl)pyridin-3-yl)methanesulfonamide ClC1=NC=C(C=C1NS(=O)(=O)C)C=1C=C2C(=NC=NC2=CC1)NC(C)C1=CC(=CC=C1)O